OCCCCN N-(4-hydroxybutyl)amine